C1(CC1)C1=NNC(=C1)NC1=CC2=C(C(=NO2)NS(=O)(=O)C2=C(C=C(C=C2OC)CN(C)C)OC)C=C1OC N-{6-[(3-cyclopropyl-1H-pyrazol-5-yl)amino]-5-methoxy-1,2-benzoxazol-3-yl}-4-[(dimethylamino)methyl]-2,6-dimethoxybenzene-1-sulfonamide